5-chloro-1,2,3-triazine ClC=1C=NN=NC1